N-({5-(2,2-difluorocyclopropyl)-6-[(1,3-thiazol-4-yl)methoxy]-2-indolyl}methyl)1-methylcyclopropanecarboxamide FC1(C(C1)C=1C=C2C=C(NC2=CC1OCC=1N=CSC1)CNC(=O)C1(CC1)C)F